2,6-dimethoxycarbonyldodecyl-4-pyrone COC(=O)C(CC=1OC=CC(C1)=O)CCCC(CCCCCC)C(=O)OC